CO[C@H](C)[C@H]1NC2=C(OC1)C(=NC(=N2)N)N2CC(C2)NC (S)-7-((R)-1-Methoxyethyl)-4-(3-(methylamino)azetidin-1-yl)-7,8-dihydro-6H-pyrimido[5,4-b][1,4]oxazin-2-amine